2H-tetrazolium-5-carboxyanilinium salt C(=O)(O)C=1C=CC=C([NH3+])C1.[NH+]=1NN=NC1